C(C)(C)(C)NC(=O)C1C2CCC(C1)N2 2-(tert-butylcarbamoyl)-7-azabicyclo[2.2.1]heptane